N-[4-(pentafluoro-λ6-sulfanyl)phenyl]-1-[4-(4,4,5,5-tetramethyl-1,3,2-dioxaborolan-2-yl)benzenesulfonyl]piperidin-4-amine FS(C1=CC=C(C=C1)NC1CCN(CC1)S(=O)(=O)C1=CC=C(C=C1)B1OC(C(O1)(C)C)(C)C)(F)(F)(F)F